BrC1=CC=C(OCC2COCC(O2)C2(CC2)O)C=C1 1-(6-((4-bromophenoxy)methyl)-1,4-dioxan-2-yl)cyclopropanol